C(CN(CC(=O)O)CC(=O)O)N(CC(=O)O)CC(=O)O.[Fe].[Na] sodium-iron ethylenediaminetetraacetic acid